BrC=1C=C(C(=C(C1)[C@H](CC(=O)OCC)NC([C@H](CC(C)C)NC(=O)C=1C(N(C=CC1)C)=O)=O)F)F ethyl (3S)-3-(5-bromo-2,3-difluorophenyl)-3-[(2S)-4-methyl-2-[(1-methyl-2-oxo-1,2-dihydropyridin-3-yl)formamido]pentanamido]propanoate